(2R,3S,4R,5R)-2-(((2-((cyclopropylmethyl)amino)quinolin-7-yl)oxy)methyl)-5-(4-methoxy-7H-pyrrolo[2,3-d]pyrimidin-7-yl)tetrahydrothiophene-3,4-diol C1(CC1)CNC1=NC2=CC(=CC=C2C=C1)OC[C@H]1S[C@H]([C@@H]([C@@H]1O)O)N1C=CC2=C1N=CN=C2OC